2-chloro-5-methoxy-4-pyridyl-6-methyl-pyridine-3-carboxamide ClC1=NC=C(C(=C1)C1=NC(=CC=C1C(=O)N)C)OC